tert-butyl 3-(6-(8-fluoro-2-methylimidazo[1,2-a]pyridine-6-carboximidamido)pyridin-3-yl)-3,8-diazabicyclo[3.2.1]octane-8-carboxylate FC=1C=2N(C=C(C1)C(NC1=CC=C(C=N1)N1CC3CCC(C1)N3C(=O)OC(C)(C)C)=N)C=C(N2)C